3a-Benzyl-2,4-dimethyl-4H,5H,6H,7H-pyrazolo[4,3-c]pyridin-3-one C(C1=CC=CC=C1)C12C(NCCC1=NN(C2=O)C)C